C(CCCN=C=O)N=C=O 1,4-Butylene Diisocyanate